2-bromo-6-[(3-iodo-4-pyridinyl)methoxy]pyridine BrC1=NC(=CC=C1)OCC1=C(C=NC=C1)I